C(C)(C)(C)C1=CC=C(C=C1)S(=O)[O-] p-tert-butylbenzenesulfinate